5-oxo-pentanoic Acid O=CCCCC(=O)O